[Si](C)(C)(C(C)(C)C)OC1CC(N2C1=NN(C2=O)C2=CC=C(C=C2)F)C=2C=NC=C(C2)F 7-((tert-butyldimethylsilyl)oxy)-2-(4-fluorophenyl)-5-(5-fluoropyridin-3-yl)-2,5,6,7-tetrahydro-3H-pyrrolo[2,1-c][1,2,4]triazol-3-one